tert-butyl ((1R,3S)-3-((6-chloropyrimidin-4-yl)carbamoyl)cyclohexyl)carbamate ClC1=CC(=NC=N1)NC(=O)[C@@H]1C[C@@H](CCC1)NC(OC(C)(C)C)=O